C(C)C1(CCOCC1)C1=CC=C(C=C1)OC 4-ethyl-4-(4-methoxyphenyl)tetrahydro-2H-pyran